FC(C(=O)[O-])(F)F.C(#N)C=1N=CC(=NC1)NC1=CC(=C(N=N1)C(F)(F)F)NCC1CC[NH2+]CC1 4-((6-(5-cyanopyrazin-2-ylamino)-3-(trifluoromethyl)pyridazin-4-ylamino)methyl)piperidinium 2,2,2-trifluoroacetate